2-(1-oxo-1,2',3,3',5',6'-hexahydrospiro[indene-2,4'-pyran]-5-yl)acetic acid O=C1C2=CC=C(C=C2CC12CCOCC2)CC(=O)O